C(#CC)O Propanynol